BrC=1C(=NC=C(C1)C(N(CC)CC)=O)C(=O)O 3-bromo-5-(diethylcarbamoyl)picolinic acid